Cl.COC(C(C(CS(=O)(=O)C1=CC(=C(C=C1)F)Cl)N)C1=CC=CC=C1)=O 3-amino-4-((3-chloro-4-fluorophenyl)sulfonyl)-2-phenylbutyric acid methyl ester hydrochloride